C1(CCCC1)NC=1C=C(C=C2C=C(NC12)C1=CC=CC=C1)CCN1CCCC1 N-cyclopentyl-2-phenyl-5-(2-(pyrrolidin-1-yl)ethyl)-1H-indole-7-amine